C(C)(C)(C)OC(=O)N(C)CC1=CN=C2N1C=C(C=C2)C2=C(OCCC=1C(=NN(C1C)C)C(=O)O)C=C(C=C2)F 4-(2-(2-(3-(((tert-butoxycarbonyl)(methyl)amino)methyl)imidazo[1,2-a]pyridin-6-yl)-5-fluorophenoxy)ethyl)-1,5-dimethyl-1H-pyrazole-3-carboxylic acid